N-(1-methyl-3-oxo-2,3-dihydro-1H-indazol-4-yl)-6-(4-(trifluoromethyl)-1H-pyrazol-1-yl)pyridine-3-sulfonamide CN1NC(C2=C(C=CC=C12)NS(=O)(=O)C=1C=NC(=CC1)N1N=CC(=C1)C(F)(F)F)=O